(11β,16α)-9-fluoro-11,17,21-trihydroxy-16-methylpregna-1,4-diene-3,20-dione F[C@@]12[C@]3(C=CC(C=C3CC[C@H]1[C@@H]1C[C@H]([C@](C(CO)=O)([C@]1(C[C@@H]2O)C)O)C)=O)C